FC(C=1C(=C(C=CC1)[C@@H](C)NC(=O)C1=CC2=C(N=CN=C2C2CCOCC2)N1C)F)F (R)-N-(1-(3-(difluoromethyl)-2-fluorophenyl)ethyl)-7-methyl-4-(tetrahydro-2H-pyran-4-yl)-7H-pyrrolo[2,3-d]pyrimidine-6-carboxamide